6-bromo-8-chloro-N-(2,2-difluoroacetyl)imidazo[1,2-a]pyridine-3-carbohydrazide BrC=1C=C(C=2N(C1)C(=CN2)C(=O)N(N)C(C(F)F)=O)Cl